3-[4-(benzyloxy)-2,6-difluorophenyl]-3-[(triphenylmethyl)sulfanyl]oxetane C(C1=CC=CC=C1)OC1=CC(=C(C(=C1)F)C1(COC1)SC(C1=CC=CC=C1)(C1=CC=CC=C1)C1=CC=CC=C1)F